BrC=1C=C2C(=C(C(=NC2=CC1)C)[N+](=O)[O-])O 6-bromo-2-methyl-3-nitroquinolin-4-ol